trimethylmonobenzylammonium C[N+](CC1=CC=CC=C1)(C)C